[K].CC(CC)C(C1(CC=C(C=C1O)C1=C(C=CC=C1)C1=NN=NN1)Cl)(C)C=1NC=CN1 (2-n-Butyl-4-chloro-5-hydroxy-methyl-1-[(2'-(1H)-tetrazol-5-yl)biphenyl-4-yl]methyl)imidazol potassium salt